CC1CN(CCN1)C1CN(C1)C(=O)[O-] 3-(3-methylpiperazin-1-yl)azetidine-1-carboxylate